1-((7R)-4-(2-methylbutyl)-4-azaspiro[2.5]octan-7-yl)-1H-pyrazol CC(CN1C2(CC2)C[C@@H](CC1)N1N=CC=C1)CC